N-Methylol-allylcarbamat C(O)N(C([O-])=O)CC=C